CC=1C2=C(OC1C(=O)O)C=CC=C2 3-Methylbenzo[b]-furan-2-carboxylic acid